CC1=NC(=NO1)C1CCN(CC1)C(=O)C=1C=C(C(=NC1C(F)(F)F)C1=CC=C(C=C1)C(F)(F)F)C#N 5-[4-(5-methyl-1,2,4-oxadiazol-3-yl)piperidine-1-carbonyl]-6-(trifluoromethyl)-2-[4-(trifluoromethyl)phenyl]pyridine-3-carbonitrile